C(C)(C)(C)OC1[C@](N(C(N1OC(C)(C)C)=O)C1=NC2=C(C(=C1)C(F)(F)F)N=C(S2)N)(OC(C)(C)C)C(=O)N(C)C2=C(C(=C(C=C2)F)Cl)F {(4S)-tris(tert-butoxy)-3-[2-amino-7-(trifluoromethyl)(1,3-thiazolo[4,5-e]pyridin-5-yl)]-2-oxoimidazolidin-4-yl}-N-(3-chloro-2,4-difluorophenyl)-N-methylformamide